C(CCC)N(C([C@@H](NC(CCCCCCCCCCC)=O)CCC(=O)O)=O)CCCC N-lauroyl-glutamic acid dibutyl amide